(3S,4R)-4-((R)-8-Fluoro-5H-imidazo[5,1-a]isoindol-5-yl)tetrahydrofuran-3-ol FC1=CC=C2[C@H](N3C(C2=C1)=CN=C3)[C@H]3[C@@H](COC3)O